FC1=CC(=CC=2O[C@]3(CNCC3)C(N(C21)C)=O)F (2R,5'S)-5,7-difluoro-4-methyl-3-oxo-3,4-dihydrospiro[benzo[b][1,4]oxazine-2,3'-pyrrolidine]